(E)-3-(3-formylbicyclo[1.1.1]Pent-1-yl)acrylic acid ethyl ester C(C)OC(\C=C\C12CC(C1)(C2)C=O)=O